Cl.C1(=CC=CC=C1)C=1OC(=CN1)[C@@H](C)N (R)-1-(2-Phenyloxazol-5-yl)ethan-1-amine hydrochloride